6-(1,2,4-triazol-1-yl)-2-[[1-[6-(trifluoromethyl)pyrimidin-4-yl]piperidin-4-yl]methyl]pyridazin-3-one N1(N=CN=C1)C=1C=CC(N(N1)CC1CCN(CC1)C1=NC=NC(=C1)C(F)(F)F)=O